N-(1-{4-[(2S)-2,3-dihydro-1,4-benzodioxin-2-yl]benzyl}piperidin-4-yl)methanesulfonamide O1[C@H](COC2=C1C=CC=C2)C2=CC=C(CN1CCC(CC1)NS(=O)(=O)C)C=C2